BrC=1C(=NC(=NC1)SC)Cl 5-bromo-4-chloro-2-methylthioPyrimidine